C(C)(C)(C)[Si](Cl)(C1=CC=CC=C1)C1=CC=CC=C1 tert-Butyldiphenylchlorosilane